dibutyl-tin di(acetate) C(C)(=O)[O-].C(C)(=O)[O-].C(CCC)[Sn+2]CCCC